O=C1N(CCC(N1)=O)C=1C=C(C=CC1)C#CCN1CCOC2(C1)CCN(CC2)C(=O)OC(C)(C)C tert-butyl 4-(3-(3-(2,4-dioxotetrahydropyrimidin-1(2H)-yl) phenyl) prop-2-yn-1-yl)-1-oxa-4,9-diazaspiro[5.5]undecane-9-carboxylate